1-[2-(4-fluorophenyl)-3-(pyridin-4-yl)-6,7-dihydropyrazolo[1,5-a]pyrazin-5(4H)-yl]but-2-yn FC1=CC=C(C=C1)C1=NN2C(CN(CC2)CC#CC)=C1C1=CC=NC=C1